3-allyl-1-(7-(6-(3-(dimethylamino)propoxy)pyridin-3-yl)quinoxalin-2-yl)-1-methylurea C(C=C)NC(N(C)C1=NC2=CC(=CC=C2N=C1)C=1C=NC(=CC1)OCCCN(C)C)=O